ClC1=NC(=CC(=C1)C1=C(C=C(C=C1F)F)C=1N(C(=NN1)S)C)Cl 5-[2-(2,6-dichloropyridin-4-yl)-3,5-difluorophenyl]-4-methyl-1,2,4-triazole-3-thiol